OC[C@H](C[C@H]1C(NCC1)=O)NC([C@H](CC(C)C)NC(OCC1=CC(=CC=C1)F)=O)=O 3-Fluorobenzyl ((S)-1-(((S)-1-hydroxy-3-((S)-2-oxopyrrolidin-3-yl)propan-2-yl)amino)-4-methyl-1-oxopentan-2-yl)carbamate